C(C)(C)(C)OC([C@@H](CC=1C=C(NC=2C=C(C=CC2)C[C@H](C(=O)O)[C@@H]2CN(CC2)C(=O)OC(C)(C)C)C=CC1)[C@@H]1CN(CC1)C(=O)OC(C)(C)C)=O (2S)-3-[3-[3-[(2S)-3-tert-butoxy-2-[(3R)-1-tert-butoxycarbonylpyrrolidin-3-yl]-3-oxo-propyl]anilino]phenyl]-2-[(3R)-1-tert-butoxycarbonylpyrrolidin-3-yl]propionic acid